C(C)(C)(CC)N([SiH3])[SiH3] N-tert.-pentyldisilazane